2-([1,1':5',1'':5'',1'''-quaternaphthalen]-4-yl)-4,4,5,5-tetramethyl-1,3,2-dioxaborolane C1(=CC=C(C2=CC=CC=C12)B1OC(C(O1)(C)C)(C)C)C1=CC=CC=2C(=CC=CC12)C1=CC=CC=2C(=CC=CC12)C1=CC=CC2=CC=CC=C12